ethyl 7-(bis(tert-butoxycarbonyl)amino)-6-(3-methylnaphthalen-1-yl)pyrazolo[1,5-a]pyrimidine-3-carboxylate C(C)(C)(C)OC(=O)N(C1=C(C=NC=2N1N=CC2C(=O)OCC)C2=CC(=CC1=CC=CC=C21)C)C(=O)OC(C)(C)C